1-(4-(4-(5-(2,6-difluorophenyl)-4,5-dihydroisoxazol-3-yl)thiazol-2-yl)piperidin-1-yl)-2-(2-(methylthio)-1H-benzimidazol-1-yl)ethan-1-one FC1=C(C(=CC=C1)F)C1CC(=NO1)C=1N=C(SC1)C1CCN(CC1)C(CN1C(=NC2=C1C=CC=C2)SC)=O